C1(=CC=CC=C1)S(=O)(=O)OC1=C(C=CC=C1)NC(=O)NC1=CC=C(C=C1)OS(=O)(=O)C1=C(C=CC=C1)C N-[2-(phenylsulfonyloxy)phenyl]-N'-[4-(o-tolylsulfonyloxy)phenyl]urea